(R)-3-(1-(1-(4'-(trifluoromethyl)-[1,1'-biphenyl]-4-yl)butyl)-1H-indazole-5-carboxamido)propionic acid FC(C1=CC=C(C=C1)C1=CC=C(C=C1)[C@@H](CCC)N1N=CC2=CC(=CC=C12)C(=O)NCCC(=O)O)(F)F